C(#N)C(C)(CC(F)(F)F)NC(=O)C=1N(N=C2C=CC(=CC12)OCC1=NC=CC=C1)C N-(2-cyano-4,4,4-trifluorobutan-2-yl)-2-methyl-5-(pyridin-2-ylmethoxy)-2H-indazole-3-carboxamide